(1E,3E)-4-((5-(hydroxymethyl)-furan-2-yl)buta-1,3-dienyl)nicotinamide OCC1=CC=C(O1)/C=C/C=C/C1=CC=NC=C1C(=O)N